2-(3-methylcyclohexyl)-2-(3,3-dibromopropyl)-1,3-dimethoxypropane CC1CC(CCC1)C(COC)(COC)CCC(Br)Br